tert-butyl (4-carbamoyl-3-(2,3-difluoro-4-(2-((3-(3-fluorobicyclo[1.1.1]pentan-1-yl)isoxazol-5-yl)amino)-2-oxoethyl)phenyl)-1-isopropyl-1H-pyrazol-5-yl)carbamate C(N)(=O)C=1C(=NN(C1NC(OC(C)(C)C)=O)C(C)C)C1=C(C(=C(C=C1)CC(=O)NC1=CC(=NO1)C12CC(C1)(C2)F)F)F